4-Amino-N-(2,3-dihydro-1H-inden-2-yl)-6-((3-fluorophenyl)amino)picolinamide NC1=CC(=NC(=C1)NC1=CC(=CC=C1)F)C(=O)NC1CC2=CC=CC=C2C1